2-[2-[2-[2-[2-[2,3-bis[(Z)-octadec-9-enoxy]propanoyl-octylamino]ethoxy]ethoxy]ethoxy]ethoxy]ethyl methanesulfonate CS(=O)(=O)OCCOCCOCCOCCOCCN(CCCCCCCC)C(C(COCCCCCCCC\C=C/CCCCCCCC)OCCCCCCCC\C=C/CCCCCCCC)=O